C(C)OCCNC(CCCC1=NC=2NCCCC2C=C1)=O N-(2-ethoxyethyl)-4-(5,6,7,8-tetrahydro-1,8-naphthyridin-2-yl)butyramide